3,4,5,6-tetrakis(3,6-di-tert-butyl-9H-carbazole-9-yl)isophthalonitrile C(C)(C)(C)C=1C=CC=2N(C3=CC=C(C=C3C2C1)C(C)(C)C)C1(CC(C#N)=C(C(=C1N1C2=CC=C(C=C2C=2C=C(C=CC12)C(C)(C)C)C(C)(C)C)N1C2=CC=C(C=C2C=2C=C(C=CC12)C(C)(C)C)C(C)(C)C)N1C2=CC=C(C=C2C=2C=C(C=CC12)C(C)(C)C)C(C)(C)C)C#N